ethyl (S)-3-amino-3-(3-(2-methoxyphenoxy)phenyl)propanoate hydrochloride Cl.N[C@@H](CC(=O)OCC)C1=CC(=CC=C1)OC1=C(C=CC=C1)OC